[Cl-].C(=O)(O)C1C(CCC2=CC=C(C=C12)OC1=C(C=CC=C1)C1=CC(=CC=C1)[NH+](C)C)[NH3+].[Cl-] carboxy-7-((3'-(Dimethylammonio)-[1,1'-biphenyl]-2-yl)oxy)-1,2,3,4-tetrahydronaphthalene-2-aminium chloride